COC(COC1=NN(C(=C1Br)C1=CC(=C(C=C1)F)F)C1=NC=CN=C1)=O Methyl-{[4-bromo-5-(3,4-difluorophenyl)-1-(pyrazin-2-yl)-1H-pyrazol-3-yl]oxy}acetat